OCCC=1NC2=CC(=CC=C2C1)C#N 2-(2-hydroxyethyl)-1H-indole-6-carbonitrile